5-(2-aminoethoxy)-4-chloro-2,3-dihydro-1H-inden NCCOC=1C(=C2CCCC2=CC1)Cl